3,4-dichlorobenzophenone ClC=1C=C(C(=O)C2=CC=CC=C2)C=CC1Cl